ClC1=CC=C(C=C1)N1C(=C(C=C1C)C(CN1CC(CC1)(O)CN(C)C)=O)C 1-(1-(4-Chlorophenyl)-2,5-dimethyl-1H-pyrrol-3-yl)-2-(3-((dimethylamino)methyl)-3-hydroxy-pyrrolidin-1-yl)ethanone